FC1=CC=C(C=C1)S(=O)(=O)NCCOC1=CC2=C(N=C(S2)C2=C3N=CC(=NC3=CC(=C2)C#C[Si](C)(C)C)OC)C(=C1)C 4-fluoro-N-(2-((2-(2-methoxy-7-((trimethylsilyl)ethynyl)quinoxalin-5-yl)-4-methylbenzo[d]thiazol-6-yl)oxy)ethyl)benzenesulfonamide